C1=CC=C(C=C1)C(C2=CC=CC=C2)(C3=CC=CC=C3Cl)N4C=CN=C4 The molecule is a member of the class of imidazoles that is 1H-imidazole in which the hydrogen attached to a nitrogen is replaced by a monochlorotrityl group. It has a role as an antiinfective agent, an environmental contaminant and a xenobiotic. It is a member of imidazoles, a member of monochlorobenzenes, a conazole antifungal drug and an imidazole antifungal drug.